CN(C(=O)N1CCC(CC1)N1N=CC(=C1)C1=NNC2=C1N=C(N=C2)N2C1C(N(CC2CC1)C)=O)C N,N-Dimethyl-4-(4-(5-(3-methyl-2-oxo-3,8-diazabicyclo[3.2.1]octan-8-yl)-1H-pyrazolo[4,3-d]pyrimidin-3-yl)-1H-pyrazol-1-yl)piperidine-1-carboxamide